1-(6-(N-(1-(2-cyclohexyl-6-methylphenoxy)cyclopropanecarbonyl)sulfamoyl)pyridin-2-yl)piperidine-4-carboxylic acid C1(CCCCC1)C1=C(OC2(CC2)C(=O)NS(=O)(=O)C2=CC=CC(=N2)N2CCC(CC2)C(=O)O)C(=CC=C1)C